2-((1-Methyl-1H-pyrazol-3-yl)amino)thiazole-5-carbonyl chloride CN1N=C(C=C1)NC=1SC(=CN1)C(=O)Cl